OC(C=O)C 2-hydroxypropionaldehyde